6-chloro-8-((1S,2S)-2-(1-(trifluoromethyl)-1H-pyrazol-4-yl)cyclopropyl)imidazo[1,2-b]pyridazine ClC=1C=C(C=2N(N1)C=CN2)[C@@H]2[C@H](C2)C=2C=NN(C2)C(F)(F)F